N1-((3-(1-isobutylpiperidin-4-yl)-1H-pyrazol-4-yl)methyl)-N1,N2-dimethylethane-1,2-diamine C(C(C)C)N1CCC(CC1)C1=NNC=C1CN(CCNC)C